C(C)N1N=CC(=C1)C1=CC=CC(=N1)C(=O)NC=1C(=NC=C(C1)N1C(CC(C1)O)C)C(F)(F)F 6-(1-ethyl-1H-pyrazol-4-yl)-N-(5-(4-hydroxy-2-methylpyrrolidin-1-yl)-2-(trifluoromethyl)pyridin-3-yl)picolinamide